4-((1R,5R,6R)-6-methoxy-3,8-diazabicyclo[3.2.1]octan-3-yl)-7-(3-(methoxymethoxy)naphthalen-1-yl)-2-(((S)-1-methylpyrrolidin-2-yl)methoxy)-5,6,7,8-tetrahydropyrido[3,4-d]pyrimidine CO[C@H]1[C@H]2CN(C[C@@H](C1)N2)C=2C1=C(N=C(N2)OC[C@H]2N(CCC2)C)CN(CC1)C1=CC(=CC2=CC=CC=C12)OCOC